(Z)-2-(2-methyl-1-(4-isopropylbenzyl)-1H-inden-3-yl)acetic acid CC=1C(C2=CC=CC=C2C1CC(=O)O)CC1=CC=C(C=C1)C(C)C